C1(=CC=CC2=CC=CC=C12)C(=O)O.C(CCC)N1CN(C=C1)C 1-butyl-3-methylimidazole naphthaleneformate